3-fluoro-5-((1,1,2,2,8-pentafluoro-8a-hydroxy-1,2,6,7,8,8a-hexahydroacenaphthylen-5-yl)oxy)benzonitrile FC=1C=C(C#N)C=C(C1)OC1=CC=C2C(C(C3(C(CCC1=C32)F)O)(F)F)(F)F